3-tert-butyldiphenylsilyloxy-16-(phenylsulfinyl)-estra-1,3,5(10)-triene-17-one [Si](C1=CC=CC=C1)(C1=CC=CC=C1)(C(C)(C)C)OC1=CC=2CC[C@H]3[C@@H]4CC(C([C@@]4(C)CC[C@@H]3C2C=C1)=O)S(=O)C1=CC=CC=C1